(S)-N-((1r,4R)-4-ethoxy-4-(trifluoromethyl)cyclohexyl)-4-(5-(5-fluoro-2-methoxypyridin-4-yl)-1H-pyrazole-3-carbonyl)-4-azaspiro[2.5]octane-7-carboxamide C(C)OC1(CCC(CC1)NC(=O)[C@H]1CCN(C2(CC2)C1)C(=O)C1=NNC(=C1)C1=CC(=NC=C1F)OC)C(F)(F)F